ClC=1C=C(C(=NC1)C(=O)N1CC2=CC=CC=C2C[C@H]1CN1CCOCC1)C1=CC(=C(N1C)C)C(=O)O (S)-5-(5-chloro-2-(3-(morpholinomethyl)-1,2,3,4-tetrahydroisoquinoline-2-carbonyl)pyridin-3-yl)-1,2-dimethyl-1H-pyrrole-3-carboxylic acid